triisopropylsilane methyl-acrylate COC(C=C)=O.C(C)(C)[SiH](C(C)C)C(C)C